C(C)N1N=CC=C1CNC(=O)C1=NN2C(C(NC(=C2C)C2=CC3=CC=CC=C3C=C2)=O)=C1C N-[(1-Ethyl-1H-pyrazol-5-yl)methyl]-3,7-dimethyl-6-(naphthalen-2-yl)-4-oxo-4,5-dihydropyrazolo-[1,5-a]pyrazine-2-carboxamide